7-bromo-8-fluoro-3-methyl-1H-quinoxalin-2-one BrC1=CC=C2N=C(C(NC2=C1F)=O)C